6-methyl-4-[(1-methylcyclopropyl)amino]-N-(oxetan-3-ylmethyl)furo[2,3-d]pyrimidine-5-carboxamide CC1=C(C2=C(N=CN=C2NC2(CC2)C)O1)C(=O)NCC1COC1